4-bromo-2-(fluoromethyl)pyridine BrC1=CC(=NC=C1)CF